C1(CC1)C1=CC=C(C=C1)C[C@@H]1C[C@H](NC1)C(=O)NCC=1C=C2C=NN(C2=CC1)C (2S,4R)-4-[(4-cyclopropylphenyl)methyl]-N-[(1-methylindazol-5-yl)methyl]pyrrolidine-2-carboxamide